OC=1C=C(C=CC1)C=CC(=O)C1=CC=C(OCC(=O)N(C)C)C=C1 2-[4-[3-(3-Hydroxyphenyl)prop-2-enoyl]phenoxy]-N,N-dimethylacetamide